OC[C@@H](C[C@@H](CCCCCCCC=CCC=CCCCCC)O)O (2R,4R)-1,2,4-trihydroxyheneicosa-12,15-diene